FC(C(=O)O)(F)F.[N+](=O)([O-])C1=CC=C(C=N1)N1CC2(C1)CNC2 2-(6-nitropyridin-3-yl)-2,6-diazaspiro[3.3]heptane trifluoroacetic acid salt